COC=1C=CC2=C(N=CS2)C1 5-methoxybenzo[d]thiazole